(S)-N-[5-[1-(3-ETHOXY-4-METHOXYPHENYL)-2-(METHYLSULFONYL)ETHYL]-4,6-DIOXO-5,6-DIHYDRO-4H-THIENO[3,4-C]PYRROLE-1-YL]ACETAMIDE C(C)OC=1C=C(C=CC1OC)[C@@H](CS(=O)(=O)C)N1C(C=2C(C1=O)=CSC2NC(C)=O)=O